NC(C)C=1C=C(C=2N(C1N1CCS(CC1)(=O)=O)C=NC2C#N)Cl 6-(1-aminoethyl)-8-chloro-5-(1,1-dioxidothiomorpholin-4-yl)imidazo[1,5-a]pyridine-1-carbonitrile